N-[(2-{[({3-methoxybicyclo[1.1.1]pentan-1-yl}methyl)amino]methyl}-1H-indol-6-yl)methyl]-4-oxo-4H-pyrido[1,2-a]pyrimidine-2-carboxamide COC12CC(C1)(C2)CNCC=2NC1=CC(=CC=C1C2)CNC(=O)C=2N=C1N(C(C2)=O)C=CC=C1